S1N=CC=2C1=NSC2 isothiazolo[5,4-c]isothiazole